Racemic-2,4-dichloro-α-methyl-benzylamine ClC1=C([C@@H](C)N)C=CC(=C1)Cl |r|